tert-butyl (1-(5-(5,6-difluoro-1H-benzo[d]imidazol-2-yl)-3-(5-fluoro-2-(hydroxymethyl)phenyl)-2-hydroxypyridin-4-yl)piperidin-4-yl)carbamate FC1=CC2=C(NC(=N2)C=2C(=C(C(=NC2)O)C2=C(C=CC(=C2)F)CO)N2CCC(CC2)NC(OC(C)(C)C)=O)C=C1F